2-m-tolylethane C1(=CC(=CC=C1)CC)C